(S)-1-((R)-3,3-difluorocyclopentyl)-3-(isoquinolin-4-yl)-2-oxoimidazoline-4-carbonitrile FC1(C[C@@H](CC1)N1C(N([C@@H](C1)C#N)C1=CN=CC2=CC=CC=C12)=O)F